Natrium (S)-3-(3-(1,6-Dimethyl-4-oxido-2-oxo-1,2-dihydropyridin-3-yl)ureido)-3-(6-fluoro-2',6'-dimethylbiphenyl-3-yl)propanoat CN1C(C(=C(C=C1C)[O-])NC(N[C@@H](CC(=O)[O-])C=1C=C(C(=CC1)F)C1=C(C=CC=C1C)C)=O)=O.[Na+].[Na+]